6-[6-(4-aminophenyl)-1-[(2,6-difluorophenyl)methyl]-5-[(dimethylamino)methyl]-2,4-dioxothieno[2,3-d]pyrimidin-3-yl]-N-methylpyridazine-3-carboxamide NC1=CC=C(C=C1)C1=C(C2=C(N(C(N(C2=O)C2=CC=C(N=N2)C(=O)NC)=O)CC2=C(C=CC=C2F)F)S1)CN(C)C